2-Amino-N-cyclopropyl-6-(2-(3-methylisoxazol-4-yl)ethyl)-7-oxo-6-phenyl-4,5,6,7-tetrahydrobenzo[b]thiophene-3-carboxamide NC1=C(C2=C(S1)C(C(CC2)(C2=CC=CC=C2)CCC=2C(=NOC2)C)=O)C(=O)NC2CC2